C(C)N1CCN(CC1)C1=CC2=C(NC(NC2=O)=O)N=C1 6-(4-ethylpiperazin-1-yl)pyrido[2,3-d]pyrimidine-2,4(1H,3H)-dione